C(C=1C(O)=CC=CC1)OC(=O)O salicylhydroxyformic acid